CN(C=1SC2=C(N1)OCC=1C=C(C=CC12)N1N=CC=N1)C1CC(NC(C1)(C)C)(C)C N-Methyl-N-(2,2,6,6-tetramethylpiperidin-4-yl)-7-(2H-1,2,3-triazol-2-yl)-5H-isochromeno[3,4-d]thiazol-2-amine